N[C@H]([C@H](O)C1=CC(=CC=C1)Cl)C (1R,2S)-2-amino-1-(3-chlorophenyl)-1-propanol